N-((2-amino-1H-benzo[d]imidazol-6-yl)methyl)-2-(2-(methylthio)-6-oxo-5-(phenethylamino)pyrimidin-1(6H)-yl)acetamide NC1=NC2=C(N1)C=C(C=C2)CNC(CN2C(=NC=C(C2=O)NCCC2=CC=CC=C2)SC)=O